(1-(6-bromopyridin-2-yl)piperidin-4-yl)methylamine BrC1=CC=CC(=N1)N1CCC(CC1)CN